(S)-5-(2-chlorophenoxy)-3-((1-(2-fluorophenyl)ethyl)amino)-4H-benzo[e][1,2,4]thiadiazine 1,1-dioxide ClC1=C(OC2=CC=CC3=C2NC(=NS3(=O)=O)N[C@@H](C)C3=C(C=CC=C3)F)C=CC=C1